ClC1=NC=C(C(=C1)OCC1=CC=C(C=C1)N1N=C(C=C1C)C(F)(F)F)OC 2-chloro-5-methoxy-4-((4-(5-methyl-3-(trifluoromethyl)-1H-pyrazol-1-yl)benzyl)oxy)pyridine